4-(4-methoxyphenyl)-6-phenylpyrido[2,1-a]isoquinolin-5-ium COC1=CC=C(C=C1)C1=CC=CC=2[N+]1=C(C=C1C=CC=CC21)C2=CC=CC=C2